CC1(OC(C2=C1C=C(C=C2)NC2=NC=C(C(=N2)N[C@H](CO)C2=CC=CC=C2)C(=O)O)=O)C 2-[(3,3-dimethyl-1-oxo-1,3-dihydro-2-benzofuran-5-yl)amino]-4-{[(1S)-2-hydroxy-1-phenylethyl]amino}pyrimidine-5-carboxylic acid